N-(1-(4-(2-(2-Aminopyridin-3-yl)-3H-imidazo[4,5-b]pyridin-3-yl)benzyl)piperidin-4-yl)cyanamide NC1=NC=CC=C1C1=NC=2C(=NC=CC2)N1C1=CC=C(CN2CCC(CC2)NC#N)C=C1